BrC1=CC2=C(N=C(N=C2N[C@H](C)C=2C(=C(C=CC2)C(C(C)(O)C)(F)F)F)C)C=N1 1-(3-{(1R)-1-[(6-bromo-2-methylpyrido[3,4-d]pyrimidin-4-yl)amino]ethyl}-2-fluorophenyl)-1,1-difluoro-2-methylpropan-2-ol